OCCCNC(NCCCO)=O di(hydroxypropyl)urea